FC1=CC(=C2C=CNC2=C1)C=1N=CC2=C(N1)C(=CS2)C(C)S(=O)(=O)C 2-(6-Fluoro-1H-indol-4-yl)-7-(1-(methylsulfonyl)ethyl)thieno[3,2-d]pyrimidine